OCC12COC(CC1)(CC2)C(=O)OC methyl 4-(hydroxymethyl)-2-oxabicyclo[2.2.2]octane-1-carboxylate